{4-[3-(6,7-diethoxy-quinazolin-4-ylamino)-phenyl]-thiazol-2-yl}methanol C(C)OC=1C=C2C(=NC=NC2=CC1OCC)NC=1C=C(C=CC1)C=1N=C(SC1)CO